CONC(C1=CN=CC=C1NC1=C(C=C(C=C1)C)N(S(=O)(=O)C)C)=O N-methoxy-4-((4-methyl-2-(N-methylmethanesulfonamido)phenyl)amino)nicotinamide